N1(CCC1)C1=C(C(=NC=N1)NC1=NNC2=CC(=CC=C12)[C@@H]1C[C@@]12C(NC1=CC=C(C=C21)OC)=O)OC (1R,2S)-2-[3-[[6-(azetidin-1-yl)-5-methoxy-pyrimidin-4-yl]amino]-1H-indazol-6-yl]-5'-methoxy-spiro[cyclopropan-1,3'-indolin]-2'-one